O(C1=CC=CC=C1)P(=O)(OC1=CC=CC=C1)OC1=C(N2C([C@@H]([C@H]2[C@H]1C)[C@@H](C)O)=O)C(=O)OCC1=CC=C(C=C1)[N+](=O)[O-] 4-nitrobenzyl (4R,5R,6S)-3-((diphenoxyphosphoryl)oxy)-6-((R)-1-hydroxyethyl)-4-methyl-7-oxo-1-azabicyclo[3.2.0]hept-2-ene-2-carboxylate